BrC=1C=CC(=NC1OC(F)F)C(=O)OC methyl 5-bromo-6-(difluoromethoxy)picolinate